C1(=CC=CC=C1)C#CC1=C(C=C(C=C1)[N+](=O)[O-])C(F)(F)F 4-phenylethynyl-3-trifluoromethyl-nitrobenzene